4-methyl-6-bromo-8-(N-methyl-2-aminoethoxy)quinazoline CC1=NC=NC2=C(C=C(C=C12)Br)OCCNC